ClC1=C(C=CC=C1Cl)C=1C=NC2=CC(=NC(=C2C1)NCC1=C(C=C(C=C1)OC)OC)N1CCC2(CC1)[C@@H](C1=CC=CC=C1C2)CC(C)(S(=O)N)C ((S)-1'-(3-(2,3-dichlorophenyl)-5-((2,4-dimethoxybenzyl)amino)-1,6-naphthyridin-7-yl)-1,3-dihydrospiro[inden-2,4'-piperidin]-1-yl)-2-methylpropan-2-sulfinamide